C1(CC1)C(=O)C(C#N)(C(C1=CC=C(C=C1)Cl)=O)S(=O)(=O)C α-(cyclopropylcarbonyl)-2-(methylsulfonyl)-oxo-4-chloro-phenylpropionitrile